sodium, ammonium salt [NH4+].[Na+]